FC1=CC=C(C=C1)N1C2=CC=CC=C2N2C(C=CN=C12)=O 8-(4-fluorophenyl)-1,8,10-triazatricyclo[7.4.0.02,7]trideca-2,4,6,9,11-pentaen-13-one